tert-Butyl rac-(3'S,5R)-3'-bromo-7,7-dimethyl-spiro[furo[3,4-b]pyridine-5,4'-piperidine]-1'-carboxylate Br[C@H]1CN(CC[C@]12OC(C1=NC=CC=C12)(C)C)C(=O)OC(C)(C)C |r|